7-(4-fluorobenzyl)-7,9-dihydro-8H-purin-8-one FC1=CC=C(CN2C(NC3=NC=NC=C23)=O)C=C1